tert-butyl (S)-2-(methyl(4-(3-(N-methylacetamido)phenyl)thiazol-2-yl)carbamoyl)pyrrolidine-1-carboxylate CN(C(=O)[C@H]1N(CCC1)C(=O)OC(C)(C)C)C=1SC=C(N1)C1=CC(=CC=C1)N(C(C)=O)C